cobalt (III) (1-methylheptyl) (2-ethylhexyl) phosphate P(=O)(OC(CCCCCC)C)(OCC(CCCC)CC)[O-].[Co+3].CC(CCCCCC)OP(=O)(OCC(CCCC)CC)[O-].CC(CCCCCC)OP(=O)(OCC(CCCC)CC)[O-]